decan-4-yl (2-(pyrrolidin-1-yl)ethyl)carbamate N1(CCCC1)CCNC(OC(CCC)CCCCCC)=O